ClC=1C=C(C=C(C1OC=1C=C2CCN(C(C2=CC1)=O)CC1=CC(=CC=C1)OC(F)(F)F)Cl)N1N=C(C(NC1=O)=O)C(=O)O 2-(3,5-Dichloro-4-((1-oxo-2-(3-(trifluoromethoxy)benzyl)-1,2,3,4-tetrahydroisoquinoline-6-yl)oxy)phenyl)-3,5-dioxo-2,3,4,5-tetrahydro-1,2,4-triazine-6-carboxylic acid